[Si](C)(C)(C(C)(C)C)OC[C@@H]1[C@@H](C[C@@H](O1)N1C(NC(C(=C1)C)=O)=O)OC(C1=CC=CC=C1)(C1=CC=CC=C1)C1=CC=C(C=C1)OC 1-[(2R,4R,5R)-5-{[(tert-butyldimethylsilyl)oxy]methyl}-4-[(4-methoxyphenyl)diphenylmethoxy]oxolan-2-yl]-5-methyl-3H-pyrimidine-2,4-dione